6-(Cyclopropanamido)-5-fluoro-4-((2-methoxy-3-(1-methyl-1H-1,2,4-triazol-3-yl)phenyl)amino)-N-(methyl-d3)pyridazine-3-carboxamide C1(CC1)C(=O)NC1=C(C(=C(N=N1)C(=O)NC([2H])([2H])[2H])NC1=C(C(=CC=C1)C1=NN(C=N1)C)OC)F